OC1=C(C=C(C=C1C(CC)(C)C)C(CC)(C)C)CCC1=CC(=CC(=C1)C(CC)(C)C)C(CC)(C)C hydroxy[2,2'-ethylenebis[4,6-bis(1,1-dimethylpropyl)benzene]]